C(C)(C)(C)C=1C=C(C=C(C1)C(C)(C)C)B(O)O 3,5-Di-tert-butylphenyl-boronic acid